4-((3-methyl-3,8-diazabicyclo[3.2.1]octane-8-yl)methyl)benzene CN1CC2CCC(C1)N2CC2=CC=CC=C2